1-(3-Fluoro-5-methoxy-pyridin-4-yl)-7-methoxy-3-methyl-8-(2-methyl-1H-imidazo[4,5-b]pyridin-6-yl)-1,3-dihydroimidazo[4,5-c]-quinolin-2-one FC=1C=NC=C(C1N1C(N(C=2C=NC=3C=C(C(=CC3C21)C=2C=C1C(=NC2)N=C(N1)C)OC)C)=O)OC